phenyldipropoxyethylsilane C1(=CC=CC=C1)[SiH2]CC(OCCC)OCCC